1-(6-(6-chloro-8-fluoro-7-(2-fluoro-6-hydroxyphenyl)quinazolin-4-yl)-2,6-diazaspiro[3.4]octan-2-yl)prop-2-en-1-one ClC=1C=C2C(=NC=NC2=C(C1C1=C(C=CC=C1O)F)F)N1CC2(CN(C2)C(C=C)=O)CC1